2,6-Dichloro-9-(4-nitrobenzyl)-9H-purine ClC1=NC(=C2N=CN(C2=N1)CC1=CC=C(C=C1)[N+](=O)[O-])Cl